OC(=O)C(F)(F)F.FC=1C(=C2C(=C(NC2=C(C1)C(=O)N)C)C)CC=1C=NC(=CC1)C=C 5-fluoro-2,3-dimethyl-4-((6-vinylpyridin-3-yl)methyl)-1H-indole-7-carboxamide TFA salt